((2S,3S)-3-(5-(tert-butyl)-3-((7-chloro-1-methyl-6-(pyrazolo[1,5-a]pyrimidin-6-yloxy)-1H-imidazo[4,5-b]pyridin-2-yl)amino)-1H-pyrazol-1-yl)tetrahydrofuran-2-yl)methanol C(C)(C)(C)C1=CC(=NN1[C@@H]1[C@H](OCC1)CO)NC=1N(C=2C(=NC=C(C2Cl)OC=2C=NC=3N(C2)N=CC3)N1)C